6-methyl-6-azaspiro[2.5]octane-1-carboxamide CN1CCC2(CC2C(=O)N)CC1